dipotassium orthophosphate sodium [Na+].P(=O)([O-])([O-])[O-].[K+].[K+]